C[Si](C1=CC=C(CN2CCC(CC2)N)C=C1)(C)C 1-(4-(trimethylsilyl)benzyl)piperidin-4-amine